tert-Butyl (2S,4R)-4-[[3-(2,6-dioxo-3-piperidyl)-1-methyl-indazol-6-yl]-methyl-amino]-2-methyl-piperidine-1-carboxylate O=C1NC(CCC1C1=NN(C2=CC(=CC=C12)N([C@H]1C[C@@H](N(CC1)C(=O)OC(C)(C)C)C)C)C)=O